5-ethynyl-6-fluoro-4-(8-fluoro-2-(((2R,7aS)-2-fluorotetrahydro-1H-pyrrolizin-7a(5H)-yl)methoxy)-4-(2,6-diazaspiro[3.3]heptan-2-yl)pyrido[4,3-d]pyrimidin-7-yl)naphthalen-2-ol C(#C)C1=C2C(=CC(=CC2=CC=C1F)O)C1=C(C=2N=C(N=C(C2C=N1)N1CC2(C1)CNC2)OC[C@]21CCCN1C[C@@H](C2)F)F